ClC=1C=C(C=CC1)C1=CC(C=2C(=C3C=CC(OC3=CC2)(C)C)O1)=O 2-(3-chlorophenyl)-8,8-dimethyl-4H,8H-pyrano[2,3-f]chromen-4-one